(S)-4-((2-cyano-4-fluorophenyl)thio)-6-(5-methyl-1-(1-methylpiperidin-3-yl)-1H-pyrazol-4-yl)pyrazolo[1,5-a]pyridine-3-carbonitrile C(#N)C1=C(C=CC(=C1)F)SC=1C=2N(C=C(C1)C=1C=NN(C1C)[C@@H]1CN(CCC1)C)N=CC2C#N